N-(mesitylenesulfonyl)-N-(4-((2-(pyrrolidin-1-yl)pyrimidin-4-yl)amino)phenyl)glycine C1(=C(C(=CC(=C1)C)C)S(=O)(=O)N(CC(=O)O)C1=CC=C(C=C1)NC1=NC(=NC=C1)N1CCCC1)C